N-((cis)-3-(5-chloro-2-(difluoromethoxy)phenyl)cyclobutyl)-1-((S or R)-1-(4-methyl-6-((1R,5S)-2-oxo-3-azabicyclo[3.1.0]hexan-3-yl)pyridin-3-yl)ethyl)-1H-1,2,3-triazole-4-carboxamide ClC=1C=CC(=C(C1)[C@H]1C[C@H](C1)NC(=O)C=1N=NN(C1)[C@@H](C)C=1C=NC(=CC1C)N1C([C@@H]2C[C@@H]2C1)=O)OC(F)F |o1:19|